4-(3-iodo-1-tosyl-1H-pyrrolo[2,3-b]pyridin-5-yl)-3,5-dimethylisoxazol IC1=CN(C2=NC=C(C=C21)C=2C(=NOC2C)C)S(=O)(=O)C2=CC=C(C)C=C2